(4-bromo-3-chloro-phenyl)-[rac-(2R)-2-(5-benzylthiazol-2-yl)-2-methyl-1,1-dioxo-1,4-thiazinan-4-yl]methanone BrC1=C(C=C(C=C1)C(=O)N1C[C@](S(CC1)(=O)=O)(C)C=1SC(=CN1)CC1=CC=CC=C1)Cl |r|